monomethylallyl-ethylene glycol CC=CCC(CO)O